2-[6'-(4-tert-butoxycarbonylpiperazin-1-yl)-3'-oxo-spiro[cyclopropan-1,1'-isoindolin]-2'-yl]glutaric acid C(C)(C)(C)OC(=O)N1CCN(CC1)C1=CC=C2C(N(C3(C2=C1)CC3)C(C(=O)O)CCC(=O)O)=O